ClC=1C=C(C(=NC1)N1C(C(N(C(C1)=O)CC1=CC=C(C=C1)C(F)(F)F)C12CC(C1)(C2)O)=O)F 1-(5-chloro-3-fluoropyridin-2-yl)-3-(3-hydroxy-bicyclo[1.1.1]pent-1-yl)-4-(4-(trifluoromethyl)benzyl)piperazine-2,5-dione